(1R,2S,3R,5R)-3-{4-chloropyrrolo[2,3-d]pyrimidin-7-yl}-5-(hydroxymethyl)cyclopentane-1,2-diol ClC=1C2=C(N=CN1)N(C=C2)[C@H]2[C@@H]([C@@H]([C@H](C2)CO)O)O